C1(=CC(=CC=C1)S(=O)(=O)C1=CC=C(C=C1)N1C(NN=C1)=S)C 4-(4-(m-tolylsulfonyl)phenyl)-2,4-dihydro-3H-1,2,4-triazole-3-thione